N,N-dimethyltrimethyleneDiamine CN(CCCN)C